ethyl 3-[6,7-dichloro-5-(2,6-difluorophenyl)-2-imino-3H-1,4-benzodiazepin-1-yl]-2-oxo-propanoate ClC1=C(C=CC2=C1C(=NCC(N2CC(C(=O)OCC)=O)=N)C2=C(C=CC=C2F)F)Cl